ClC=1C=C(C=NC2=CC=C3C(=CC(OC3=C2)=O)C)C=C(C1)Cl 7-((3,5-dichlorobenzylidene)amino)-4-methyl-coumarin